C(C(C)(C)C)(=O)OCOC(CNC1=NC=2C(=C(C(=CC2C2=C1CN([C@H]2C)C(COC)=O)OC)Cl)F)=O (S)-(((S)-(7-chloro-6-fluoro-8-methoxy-2-(2-methoxyacetyl)-1-methyl-2,3-dihydro-1H-pyrrolo[3,4-c]quinolin-4-yl)glycyl)oxy)methyl pivalate